(2RS)-2-[6-[2-(6-amino-3-pyridyl)ethynyl]-1-oxo-isoindolin-2-yl]-2-(3-methoxy-2-pyridyl)-N-thiazol-2-yl-acetamide NC1=CC=C(C=N1)C#CC1=CC=C2CN(C(C2=C1)=O)[C@@H](C(=O)NC=1SC=CN1)C1=NC=CC=C1OC |r|